NC1=NC(=C2C(=N1)NN=C2)C=2C=C(C#N)C=CC2 3-(6-amino-1H-pyrazolo[3,4-d]Pyrimidin-4-yl)benzonitrile